FC(C(C(S)(F)F)(F)F)CC pentafluoroPentanthiol